C(C)C(C)(CC(C)O)O 2-ethyl-2,4-pentanediol